C1(=CC=CC=C1)C=1C=C2C=NN(C2=C(C1)C(=O)N[C@H](C)C1CCC(CC1)C(=O)O)CC1=CC(=CC=C1)C(F)(F)F (1R,4R)-4-((R)-1-(5-phenyl-1-(3-(trifluoromethyl)benzyl)-1H-indazole-7-amido)ethyl)cyclohexane-1-carboxylic acid